CC1CN(CC1)C(=O)NC(C(=O)O)CCN(CCCCC1=NC=2NCCCC2C=C1)CCOC1=CC=CC=C1 2-[[3-methylpyrrolidine-1-carbonyl]amino]-4-[2-phenoxyethyl-[4-(5,6,7,8-tetrahydro-1,8-naphthyridin-2-yl)butyl]amino]butanoic acid